C12C3SC3CC2S1 3,7-dithiatricyclo[4.1.0.02,4]heptane